4-(azetidin-1-yl)-8-methylpyrido[3',2':4,5]thieno[3,2-d]pyrimidine N1(CCC1)C=1C2=C(N=CN1)C1=C(S2)N=CC(=C1)C